CC1(CC1)NC(OC1CC(CC1)C1=CC(=NN1)NC1=C(C2=C(CS(C2)(=O)=O)C=C1)F)=O 3-(3-((4-fluoro-2,2-dioxido-1,3-dihydrobenzo[c]thiophen-5-yl)amino)-1H-pyrazol-5-yl)cyclopentyl (1-methylcyclopropyl)carbamate